C(C)(C)C1=C(C=CC=C1)[C@H]1N(CCN(C1)CC=1C=NC(=CC1)OC)C1CC2(CN(C2)C2=CC=C(C(=O)N)C=C2)C1 4-(6-((R)-2-(2-isopropylphenyl)-4-((6-methoxypyridin-3-yl)methyl)piperazin-1-yl)-2-azaspiro[3.3]heptan-2-yl)benzamide